BrC1=CC=C(C=C1)C1=C(C#N)C(=CC(=N1)C1CCSCC1)Cl 2-(4-bromophenyl)-4-chloro-6-(tetrahydro-2H-thiopyran-4-yl)nicotinonitrile